C(CCCCC)SC12C(N(C(C1C1C(N(C(C12SCCCCCC)=O)C1=CC=C(C(=O)OC)C=C1)=O)=O)C1=CC=C(C(=O)OC)C=C1)=O dimethyl 4,4'-(3a,3b-bis(hexylthio)-1,3,4,6-tetraoxooctahydrocyclobuta[1,2-c:3,4-c']dipyrrole-2,5-diyl)dibenzoate